ClC=1C(=NC(=NC1)NC1=CC(=C(C=C1OC)N1C[C@H](CC1)N(C)C)N)C=1C=NN2C1C=CC=C2 N-{5-chloro-4-pyrazolo[1,5-a]pyridin-3-ylpyrimidin-2-yl}-4-[(3S)-3-dimethylaminopyrrolidin-1-yl]-6-methoxybenzene-1,3-diamine